ethyl 4-((4-methoxybenzyl)oxy)-6-methyl-2-(methylthio)pyrimidine-5-carboxylate COC1=CC=C(COC2=NC(=NC(=C2C(=O)OCC)C)SC)C=C1